C(C)(C)C=1C=NN2C1N=C(N=C2NC2CCNCC2)N[C@H]2CC(NC2)=O (S)-4-((8-isopropyl-4-(piperidin-4-ylamino)pyrazolo[1,5-a][1,3,5]triazin-2-yl)amino)pyrrolidin-2-one